C(C)OC=1C=C(C=CC1OC)[C@@H](CS(=O)(=O)C)N1C(C2=CC=C(C=C2C1)CCCCCN1CCC(CC1)N1CCC(CC1)C1=CC=C(C=C1)C1C(NC(CC1)=O)=O)=O 3-(4-(1'-(5-(2-((S)-1-(3-ethoxy-4-methoxyphenyl)-2-(methyl-sulfonyl)ethyl)-1-oxoisoindolin-5-yl)pentyl)-[1,4'-bipiperidin]-4-yl)phenyl)piperidine-2,6-dione